N-(3-(azepan-1-ylsulfonyl)-4-methylphenyl)-2-(5-chloro-4-methyl-6-oxopyridazin-1(6H)-yl)acetamide N1(CCCCCC1)S(=O)(=O)C=1C=C(C=CC1C)NC(CN1N=CC(=C(C1=O)Cl)C)=O